(Z)-1-bromo-8,8-dimethyl-10-(7-(2-octylcyclopropyl)heptyl)-7,9,11-trioxa-8-silanonacos-20-ene BrCCCCCCO[Si](OC(OCCCCCCCC\C=C/CCCCCCCC)CCCCCCCC1C(C1)CCCCCCCC)(C)C